C(C)(C)N1C2=NC(=NC(=C2N=C1)N[C@@H]1CN(CC1)S(=O)(=O)C)N[C@@H](CO)C(C)C (R)-2-((9-isopropyl-6-(((S)-1-(methylsulfonyl)pyrrolidin-3-yl)-amino)-9H-purin-2-yl)-amino)-3-methylbutan-1-ol